[Si](C)(C)(C(C)(C)C)OCCN1C(OCC1)=O 3-(2-((tert-butyldimethylsilyl)oxy)ethyl)oxazolidin-2-one